4-(5-cyano-2-methoxyphenyl)-N-(5-((1s,3s)-3-methoxycyclobutane-1-carbonyl)-5,6-dihydro-4H-pyrrolo[3,4-d]thiazol-2-yl)-6-methylnicotinamide C(#N)C=1C=CC(=C(C1)C1=CC(=NC=C1C(=O)NC=1SC2=C(N1)CN(C2)C(=O)C2CC(C2)OC)C)OC